Cl.CNC1CCN(CC1)C1=NC=C(C#N)C=C1 6-(4-(methylamino)piperidin-1-yl)nicotinonitrile hydrochloride